BrC1=C(C=C(C=C1)I)C1N(CCN(C1)C(=O)OC(C)(C)C)C(=O)OC(C)(C)C di-tert-butyl 2-(2-bromo-5-iodophenyl)piperazine-1,4-dicarboxylate